2-(3-hydroxyphenyl)chroman-3,5,7-triol OC=1C=C(C=CC1)C1OC=2C=C(C=C(C2CC1O)O)O